1-[5-(2-fluorophenyl)-1-(pyridin-3-ylsulfonyl)-1H-pyrrol-3-yl]-N-methylmethanamine FC1=C(C=CC=C1)C1=CC(=CN1S(=O)(=O)C=1C=NC=CC1)CNC